[Pd](Cl)Cl.C1(=CC=CC=C1)P(C1=CC=CC=C1)C1=CC=CC=C1.C1(=CC=CC=C1)P(C1=CC=CC=C1)C1=CC=CC=C1 bis(triphenylphosphine) palladium chloride